FC1=C2C(=C(C=3N(C(=NC31)CCN(C(OC(C)(C)C)=O)C)C)F)CC(C2)CO tert-butyl N-[2-[4,8-difluoro-6-(hydroxymethyl)-1-methyl-6,7-dihydro-5H-cyclopenta[f]benzimidazol-2-yl]ethyl]-N-methyl-carbamate